D-2-aminobutyric acid-3,5-dinitrobenzyl ester [N+](=O)([O-])C=1C=C(COC([C@@H](CC)N)=O)C=C(C1)[N+](=O)[O-]